COC1=CC=CC2=C1NC=N2 7-methoxy-1H-benzo[d]Imidazole